NCCOC1=C(C=C2C(=NC(=NC2=C1)Cl)NCC=1OC=CC1)OC 7-(2-Aminoethoxy)-2-chloro-N-(furan-2-ylmethyl)-6-methoxyquinazolin-4-amine